propane-1,2,3-triyl tributyrate C(CCC)(=O)OCC(COC(CCC)=O)OC(CCC)=O